CN1N=CC(=C1)CCOC1=NC(=CC(=N1)N1CCOCC1)N1N=C(C=C1CN1CCOCC1)C=1C=C(C=CC1)C 4-(2-(2-(1-methyl-1H-pyrazol-4-yl)ethoxy)-6-(5-(morpholinomethyl)-3-(m-tolyl)-1H-pyrazol-1-yl)pyrimidin-4-yl)morpholine